ethyl cyclobutylcarbamate C1(CCC1)NC(OCC)=O